COCCO[C@H]1CC[C@H](CC1)NC1=NN2C(C=N1)=C(C=C2)C=2C=NC1=NC=CC=C1C2 N-(cis-4-(2-methoxyethoxy)cyclohexyl)-5-(1,8-naphthyridin-3-yl)pyrrolo[2,1-f][1,2,4]triazin-2-amine